C1(=CC=CC=C1)N1CCN(CC1)C=1C2=C(N=C(N1)C1=NC=CC=C1)SC=C2C2=CC=CC=C2 1-phenyl-4-[5-phenyl-2-(pyridin-2-yl)thieno[2,3-d]pyrimidin-4-yl]piperazine